FC1=C(C=CC2=CN(N=C12)COCC[Si](C)(C)C)C=1CCN(CC1)C(=O)OC(C)(C)C tert-butyl 4-(7-fluoro-2-((2-(trimethylsilyl)ethoxy)methyl)-2H-indazol-6-yl)-3,6-dihydropyridine-1(2H)-carboxylate